5-chloro-2-((4-methoxy-3-(piperazin-1-yl)phenyl)sulfonyl)-3-methyl-1H-indole ClC=1C=C2C(=C(NC2=CC1)S(=O)(=O)C1=CC(=C(C=C1)OC)N1CCNCC1)C